3-butyl-1,1,1,3,5,5,5-heptamethyl-trisiloxane C(CCC)[Si](O[Si](C)(C)C)(O[Si](C)(C)C)C